3-(4,6-diphenyl-1,3,5-triazin-2-yl)phenol C1(=CC=CC=C1)C1=NC(=NC(=N1)C1=CC=CC=C1)C=1C=C(C=CC1)O